1-methyl-3-propyl-imidazolinium chloride [Cl-].C[NH+]1CN(CC1)CCC